C(C1=CC=CC=C1)NC(=N)NC(=N)N 1-benzylbiguanide